Tert-butyl 7-chloro-3,3-dimethyl-3,4-dihydro-1,8-naphthyridine-1(2H)-carboxylate ClC1=CC=C2CC(CN(C2=N1)C(=O)OC(C)(C)C)(C)C